3-amino-N-{2-[4-amino-3-(difluoromethyl)-3-methylpyrrolidin-1-yl]-5,6,7,8-tetrahydroquinolin-6-yl}-4,6-dimethylthieno[2,3-b]pyridine-2-carboxamide NC1=C(SC2=NC(=CC(=C21)C)C)C(=O)NC2CC=1C=CC(=NC1CC2)N2CC(C(C2)N)(C)C(F)F